C(N)(=O)C[C@H](CC(=O)O)CC(C)C (R)-3-carbamoylmethyl-5-methylhexanoic acid